(S)-2-Methyl-N-{1-[2-(1-methyl-1H-indazol-3-yl)phenyl]-2-(6-methylpyridine-2-yl)ethyl}propane-2-sulfinamide CC(C)(C)[S@](=O)NC(CC1=NC(=CC=C1)C)C1=C(C=CC=C1)C1=NN(C2=CC=CC=C12)C